BrC1=CC=C(C=N1)N1CCOCC1 4-(6-bromo-3-pyridyl)morpholine